NCCOCCOCCNC1=CC(=CC=C1)C1=CC(=NN1)C1=CC2=C(OCO2)C=C1 N-(2-(2-(2-aminoethoxy)ethoxy)ethyl)-3-(3-(benzo[d][1,3]dioxol-5-yl)-1H-pyrazol-5-yl)aniline